C[N+]1=CNC=C1 3-methyl-imidazolium